dichlorobis(triphenylphosphino)palladium (II) Cl[Pd-2](P(C1=CC=CC=C1)(C1=CC=CC=C1)C1=CC=CC=C1)(P(C1=CC=CC=C1)(C1=CC=CC=C1)C1=CC=CC=C1)Cl